2-methoxyethyl (1S,2R,5R)-3-((6-(4-(difluoromethoxy) phenoxy) pyridin-3-yl) sulfonyl)-2-(hydroxycarbamoyl)-3,8-diazabicyclo[3.2.1]octane-8-carboxylate FC(OC1=CC=C(OC2=CC=C(C=N2)S(=O)(=O)N2[C@H]([C@@H]3CC[C@H](C2)N3C(=O)OCCOC)C(NO)=O)C=C1)F